propylenediphenol cyanate [O-]C#N.C(C(C)C1=C(C=CC=C1)O)C1=C(C=CC=C1)O